C(C)C1CNCCC1NC(C(COC1=NC=CC=C1OC(F)(F)F)(C)C)=O N-(3-ethylpiperidin-4-yl)-2,2-dimethyl-3-((3-(trifluoromethoxy)pyridin-2-yl)oxy)propanamide